4-((4-chlorothieno[2,3-d]pyrimidin-2-yl)methyl)morpholine ClC=1C2=C(N=C(N1)CN1CCOCC1)SC=C2